C(#N)C=CCCCP(CCCC)CCCC cyanomethylenetri-n-butyl-phosphine